8,9-dihydro-2H-pyrido[4,3,2-de]phthalazine-3(7H)-one-7-carboxylic acid tert-butyl ester C(C)(C)(C)OC(=O)N1CCC2=NNC(C=3C=CC=C1C23)=O